FC(C=1C(=NC=CC1)CNCCCCNC(OC(C)(C)C)=O)(F)F tert-butyl (4-(((3-(trifluoromethyl)pyridin-2-yl)methyl)amino)butyl)carbamate